3-(2-(4-((2-(4-(1-(7-azaspiro[3.5]nonan-2-yl)azetidin-3-yl)piperazin-1-yl)pyrimidin-4-yl)methoxy)phenyl)propan-2-yl)-5-chlorobenzonitrile trifluoroacetate FC(C(=O)O)(F)F.C1C(CC12CCNCC2)N2CC(C2)N2CCN(CC2)C2=NC=CC(=N2)COC2=CC=C(C=C2)C(C)(C)C=2C=C(C#N)C=C(C2)Cl